1'-(4-(5-(difluoromethyl)-1,3,4-oxadiazol-2-yl)benzyl)spiro[cyclohexane-1,3'-indolin]-2'-one FC(C1=NN=C(O1)C1=CC=C(CN2C(C3(C4=CC=CC=C24)CCCCC3)=O)C=C1)F